4-(3-(sec-butyl)-2-oxo-2,3,4,5-tetrahydro-1H-benzo[1,4]diazepine-4-carbonyl)piperazine-1-carboxylic acid methyl ester COC(=O)N1CCN(CC1)C(=O)N1C(C(NC2=C(C1)C=CC=C2)=O)C(C)CC